(R)-3-((benzyloxy)methyl)piperidine C(C1=CC=CC=C1)OC[C@H]1CNCCC1